1-ethyl-3-methylimidazolium diethyl-phosphate salt C(C)OP(=O)(OCC)[O-].C(C)N1C=[N+](C=C1)C